ClC=1C=C(C=C(C1)Cl)C1=CC(=CC=C1)C=1N=C(SC1)NC(CNC(=O)C=1C=C(C=CC1)C(CNC(OC(C)(C)C)=O)(C)C)=O tert-butyl (2-(3-((2-((4-(3',5'-dichloro-[1,1'-biphenyl]-3-yl)thiazol-2-yl)amino)-2-oxoethyl)carbamoyl)phenyl)-2-methylpropyl)carbamate